OC=1C(=CN(C(C1)=O)N1CCOCC1)C(=O)OC methyl 4-hydroxy-1-morpholino-6-oxo-pyridine-3-carboxylate